FC1=C(OC=2C=NC=3CCN(CC3C2)C=2C(=C(C=3N(N2)C=NN3)C)C)C=CC=C1F 3-(2,3-difluorophenoxy)-6-(7,8-dimethyl-[1,2,4]triazolo[4,3-b]pyridazin-6-yl)-5,6,7,8-tetrahydro-1,6-naphthyridine